C(C)(C)(C)OC(NC1(CCN(CC1)C1=NC(=C(C(=N1)N)C1=C(C(=CC=C1)Cl)Cl)C#N)C)=O N-[1-[4-amino-6-cyano-5-(2,3-dichlorophenyl)pyrimidin-2-yl]-4-methylpiperidin-4-yl]carbamic acid tert-butyl ester